ClC1=C(N=C2C=3C(=NC(=NC13)S(=O)(=O)C)N(CCO2)[C@H](C)C=2C(=NC=CC2)N(CC2=CC=C(C=C2)OC)CC2=CC=C(C=C2)OC)Cl (R)-3-(1-(4,5-dichloro-2-(methylsulfonyl)-8,9-dihydro-10H-7-oxa-1,3,6,10-tetraazacyclohepta[de]naphthalen-10-yl)ethyl)-N,N-bis(4-methoxybenzyl)pyridin-2-amine